FC=1C(=C(C(=C(C1F)F)F)S(=O)(=O)O)C(C(C(C(C(C(C(C(C(F)(F)F)(F)F)(F)F)(F)F)(F)F)(F)F)(F)F)(F)F)(F)F perfluorononyl-benzenesulfonic acid